(S)-tert-butyl 3-(4-amino-3-(benzo[c]isothiazol-6-ylethynyl)-7-bromo-1H-pyrazolo[4,3-c]pyridin-1-yl)pyrrolidine-1-carboxylate NC1=NC=C(C2=C1C(=NN2[C@@H]2CN(CC2)C(=O)OC(C)(C)C)C#CC=2C=CC=1C(=NSC1)C2)Br